C1=CC=C(C=2OC3=C(C21)C=CC=C3)C3=NC(=NC(=N3)C=3C=C(C(=CC3)F)C3=CC=CC=C3)C3=CC=CC=C3 2-(dibenzo[b,d]furan-4-yl)-4-(6-fluoro-[1,1'-biphenyl]-3-yl)-6-phenyl-1,3,5-triazine